C(C)(=O)OC1=COC2=C1C=CC(=C2)Cl 6-Chlorobenzofuran-3-yl acetate